3-((1S,3R)-3-((4-(1-(azetidin-3-yl)-1H-pyrazol-4-yl)-5-cyanopyrimidin-2-yl)amino)cyclohexyl)-3H-imidazo[4,5-b]pyridine-6-carbonitrile N1CC(C1)N1N=CC(=C1)C1=NC(=NC=C1C#N)N[C@H]1C[C@H](CCC1)N1C=NC=2C1=NC=C(C2)C#N